FC1=C(CC2=NC3=C(N2CC2OCC2)C=C(C=C3OC)C(=O)O)C=C(C(=C1)C1=NC(=CC=C1)OCC1=NN(N=C1)C)F 2-(2,5-difluoro-4-(6-((2-methyl-2H-1,2,3-triazol-4-yl)methoxy)pyridin-2-yl)benzyl)-4-methoxy-1-(oxetan-2-ylmethyl)-1H-benzo[d]imidazole-6-carboxylic acid